tert-butyl 3,3-difluoro-4-hydroxy-1-piperidinecarboxylate FC1(CN(CCC1O)C(=O)OC(C)(C)C)F